5-[[5-[4-[(2,6-difluorophenyl)methyl]-5-oxo-1,2,4-triazol-1-yl]-3-fluoro-2-pyridinyl]oxy]-4-methyl-thiazole-2-carboxamide FC1=C(C(=CC=C1)F)CN1C=NN(C1=O)C=1C=C(C(=NC1)OC1=C(N=C(S1)C(=O)N)C)F